CC1C(NC(C(N1)C)C)CN1CCN(CC1)C(C(=O)O)C 2-(4-((3,5,6-trimethylpiperazin-2-yl)methyl)piperazin-1-yl)propionic acid